4-chloro-2-fluoro-5-[(2-methyl-1,3-thiazole-5-carbonyl)amino]benzoic acid ClC1=CC(=C(C(=O)O)C=C1NC(=O)C1=CN=C(S1)C)F